BrC=1C(=NC(=CC1)C(F)(F)F)C=1NC(C=C(N1)C)=O 2-[3-bromo-6-(trifluoromethyl)-2-pyridinyl]-4-methyl-1H-pyrimidin-6-one